3-(4-methoxyphenoxy)-2-(3-methoxyphenyl)quinoline COC1=CC=C(OC=2C(=NC3=CC=CC=C3C2)C2=CC(=CC=C2)OC)C=C1